ClC1=CC=C(C=C1)C(CNC(C1=CC=C(C=C1)OC)=O)=O N-[2-(4-chlorophenyl)-2-oxoethyl]-4-methoxy-benzamide